FC=1C=C(C=C(C1)OC)C=1C=NC=NC1 5-(3-fluoro-5-methoxyphenyl)pyrimidine